3-(Ethyl(phenyl)amino)-propanoic acid C(C)N(CCC(=O)O)C1=CC=CC=C1